FC=1C=NN(C1)C1=CC=C(C=N1)CNC(=O)N1C(CNCC1)C N-((6-(4-fluoro-1H-pyrazol-1-yl)pyridin-3-yl)methyl)-2-methylpiperazine-1-carboxamide